CON(C(=O)C=1N=CN(C1)C)C N-methoxy-N,1-dimethyl-1H-imidazole-4-carboxamide